2-(3,5-dimethyl-4-((5-(1-methylcyclopentyl)-6-oxo-1,6-dihydropyridazin-3-yl)methyl)phenyl)-1,2,4-triazine-3,5(2H,4H)-dione CC=1C=C(C=C(C1CC1=NNC(C(=C1)C1(CCCC1)C)=O)C)N1N=CC(NC1=O)=O